1-(6-(Azidomethyl)pyrazin-2-yl)dihydropyrimidine-2,4(1H,3H)-dione N(=[N+]=[N-])CC1=CN=CC(=N1)N1C(NC(CC1)=O)=O